The molecule is a member of the class of methyl myo-inositols that is cyclohexane-1,2,3,4,5-pentol substituted by a methoxy group at position 6 (the 1R,2S,3r,4R,5S,6r-stereoisomer). It has a role as a plant metabolite. COC1[C@@H]([C@H](C([C@H]([C@@H]1O)O)O)O)O